FC1=C(C(=NO)N)C=CC(=C1F)C 2,3-difluoro-N'-hydroxy-4-methyl-benzamidine